((2R,4S,5R)-4-azido-5-cyclopropoxytetrahydro-2H-pyran-2-yl)((S)-1-(4-fluorophenyl)-3,4-dihydroisoquinolin-2(1H)-yl)methanone N(=[N+]=[N-])[C@H]1C[C@@H](OC[C@@H]1OC1CC1)C(=O)N1[C@H](C2=CC=CC=C2CC1)C1=CC=C(C=C1)F